O[C@H]1CN(CC1)CC=1C=NC2=C(N=CC=C2C1)NC=1C(=C(C=CC1)C1=C(C(=CC=C1)C=1OC2=NC=C(C=C2N1)CN1CCC(CC1)C(=O)NC)C)C (R)-1-((2-(3'-((3-((3-hydroxypyrrolidin-1-yl)methyl)-1,7-naphthyridin-8-yl)amino)-2,2'-dimethyl-[1,1'-biphenyl]-3-yl)oxazolo[5,4-b]pyridin-6-yl)methyl)-N-methylpiperidine-4-carboxamide